C(C1=CC=CC=C1)NC(=N)NCC1=CC=CC=C1 1,3-dibenzylguanidine